Cl.NCC1=NC=CC=N1 aminomethylpyrimidine hydrochloride